Cl.Cl.COC(C1=CN=CC=C1)=O nicotinic acid methyl ester dihydrochloride